ClC1=CC(=NC(=C1)N1[C@H](CCC1)C)C(=O)NC1=CC=C(C(=O)O)C=C1 (S)-4-(4-chloro-6-(2-methylpyrrolidin-1-yl)pyridineamido)benzoic acid